OC(C)(C)C=1N=CC(=NC1)N1C(O[C@@]2(C1)C[C@](C(CC2)=O)(C)CN2C=NC1=C2C=C(C=C1)C#N)=O 1-(((5R,7R)-3-(5-(2-Hydroxypropan-2-yl)pyrazin-2-yl)-7-methyl-2,8-dioxo-1-oxa-3-azaspiro[4.5]decan-7-yl)methyl)-1H-benzo[d]imidazole-6-carbonitrile